N1N=CC2=CC=C(C=C12)C1=NC(=NC=C1)NC 4-(1H-indazol-6-yl)-N-methylpyrimidin-2-amine